COC([C@H](O)CC1=CNC2=CC=CC=C12)=O (R)-indole-3-lactic acid methyl ester